C1(CC1)C(=O)C1=CC=C(O1)C(=O)O 5-(cyclopropanecarbonyl)furan-2-carboxylic acid